tert-butyl N-[2-[5-[1-benzyloxy-1-(trifluoromethyl)but-3-enyl]-1,3,4-oxadiazol-2-yl]-6-bromo-5-(trifluoromethyl)-3-pyridyl]carbamate C(C1=CC=CC=C1)OC(CC=C)(C(F)(F)F)C1=NN=C(O1)C1=NC(=C(C=C1NC(OC(C)(C)C)=O)C(F)(F)F)Br